C(C)N1N=C(C(=C1)B1OC(C(O1)(C)C)(C)C)F 1-ethyl-3-fluoro-4-(4,4,5,5-tetramethyl-1,3,2-dioxaborolan-2-yl)-1H-pyrazole